NC1=C(C(=O)NC(C)C)C=C(C=C1Br)Cl 2-amino-3-bromo-5-chloro-N-isopropyl-benzamide